(3-amino-6-chloro-2-fluoro-phenyl)-(5-bromo-1H-pyrrolo[2,3-b]pyridin-3-yl)methanone NC=1C(=C(C(=CC1)Cl)C(=O)C1=CNC2=NC=C(C=C21)Br)F